2-chloro-9-({4-[5-cyclopropyl-3-(trifluoromethyl)pyrazol-1-yl]phenyl}methyl)-2-(4-cyclopropyl-6-methoxypyrimidin-5-yl)-7H-purin-8-one ClC1(NC=C2NC(N(C2=N1)CC1=CC=C(C=C1)N1N=C(C=C1C1CC1)C(F)(F)F)=O)C=1C(=NC=NC1OC)C1CC1